ethyl 3-(3-((tertbutyldimethylsilyl)oxy)propyl)-6-chloro-7-(4,4,5,5-tetramethyl-1,3,2-dioxaborolan-2-yl)-1H-indole-2-carboxylate C(C)(C)(C)[Si](OCCCC1=C(NC2=C(C(=CC=C12)Cl)B1OC(C(O1)(C)C)(C)C)C(=O)OCC)(C)C